C(CC)OP(=O)(CC)CC Diethyl-phosphinic acid propyl ester